3-((tert-butyldimethylsilyloxy)prop-1-en-2-yl)-5-(3,4-dimethoxyphenyl)pyridine [Si](C)(C)(C(C)(C)C)OCC(=C)C=1C=NC=C(C1)C1=CC(=C(C=C1)OC)OC